C(CCCCC)C=1N=C(SC1CCC(O)C1=CC(=C(C=C1)OCCO)C)C1=CC=C(C=C1)C(F)(F)F 3-(4-hexyl-2-(4-(trifluoromethyl)phenyl)thiazol-5-yl)-1-(4-(2-hydroxyethoxy)-3-methylphenyl)propan-1-ol